2-allyl-6-((1-methyl-1H-indazol-5-yl)amino)-1-(2-(piperidin-4-yloxy)pyrimidin-4-yl)-1,2-dihydro-3H-pyrazolo[3,4-d]pyrimidin-3-one C(C=C)N1N(C2=NC(=NC=C2C1=O)NC=1C=C2C=NN(C2=CC1)C)C1=NC(=NC=C1)OC1CCNCC1